CC1=C(C=CC=C1OCCCN1CC(CC1)O)C1=C(C(=CC=C1)OCCCNCC1=CC=NC=C1)C 1-(3-((2,2'-dimethyl-3'-(3-((pyridin-4-ylmethyl)amino)propoxy)-[1,1'-biphenyl]-3-yl)oxy)propyl)pyrrolidin-3-ol